C(C=C)OC(=O)N[C@@H](CC1=CC(=C(C=C1)F)F)C(=O)O N-(allyloxycarbonyl)-3,4-difluorophenylalanine